lithium 6-(4-{[4-(benzyloxy) phenyl] (ethyl) carbamoyl}-1,5-dimethyl-1H-pyrrol-2-yl)-1,2,3,4-tetrahydroisoquinoline-2,7-dicarboxylate C(C1=CC=CC=C1)OC1=CC=C(C=C1)N(C(=O)C=1C=C(N(C1C)C)C=1C=C2CCN(CC2=CC1C(=O)[O-])C(=O)[O-])CC.[Li+].[Li+]